azoniaspiro[5.5]undecane [NH2+]1CCCCC12CCCCC2